FC(F)(F)C=1NC=2C(=NC=CC2)N1 (trifluoromethyl)imidazo[4,5-b]pyridine